C(CCC(=O)OCCOC(=O)OCN(C1(CC1)C#N)C(C1=C(C=CC(=C1)C=1C=NN(C1)C=1N(N=C(C1C(F)(F)F)C(C(F)(F)F)(F)F)C)Cl)=O)(=O)OC(C)(C)C Tert-Butyl 2-[({[{2-chloro-5-[2'-methyl-5'-(pentafluoroethyl)-4'-(trifluoromethyl)-2'H-[1,3'-bipyrazol]-4-yl]benzoyl}(1-cyanocyclopropyl)amino]methoxy}carbonyl)oxy]ethyl Butanedioate